racemic-(1r,2r)-2-(1-methyl-1H-benzo[d]imidazol-2-yl)cyclopropane-1-carboxylic acid CN1C(=NC2=C1C=CC=C2)[C@H]2[C@@H](C2)C(=O)O |r|